3-acetaminophenyl-acetylene N(C(=O)C)C=1C=C(C=CC1)C#C